2-(4-((cyclopropylamino)methyl)-2-fluorophenyl)-N-(3-(piperidin-1-yl)propyl)imidazo[2',1':2,3]thiazolo[4,5-c]pyridine-7-carboxamide C1(CC1)NCC1=CC(=C(C=C1)C=1N=C2SC3=C(C=NC(=C3)C(=O)NCCCN3CCCCC3)N2C1)F